C1CCC2=C(C=3CCCC3C=C12)NC(=O)N(S(=O)(=N)C1=CN=C(S1)C(C)(C)O)[C@H](C)C1=CC=C(C=C1)OC N-((1,2,3,5,6,7-hexahydro-s-indacen-4-yl)carbamoyl)-2-(2-hydroxypropan-2-yl)-N-((R)-1-(4-methoxyphenyl)ethyl)thiazole-5-sulfonimidamide